ClOCl.[Al].[Li] lithium aluminum chlorooxide